O[C@H](C(=O)N)C[C@H]1OC2=CC(=CC=C2C=2NC3=C(C=C(C=C3C21)F)F)F (2S)-2-hydroxy-3-[(6R)-3,8,10-trifluoro-6H,11H-chromeno[4,3-b]indol-6-yl]propanamide